(R)-2-(9-(4-fluorophenyl)-6-oxaspiro[4.5]decan-9-yl)-N-(2-(pyridin-4-yl)benzyl)ethanamine mono-oxalate C(C(=O)O)(=O)O.FC1=CC=C(C=C1)[C@@]1(CCOC2(CCCC2)C1)CCNCC1=C(C=CC=C1)C1=CC=NC=C1